NC1=C(C(=C(OC2=NC=CC=C2C2=NC(=NC=C2)N[C@@H]2CN(C[C@H](C2)F)C(=O)OCC2=CC=CC=C2)C=C1F)F)F benzyl (3S,5S)-3-[[4-[2-(4-amino-2,3,5-trifluoro-phenoxy)-3-pyridyl]pyrimidin-2-yl]amino]-5-fluoro-piperidine-1-carboxylate